Cl.CC1=NN2C(C(NC(=C2)C2CNCC2)=O)=C1 2-methyl-6-(pyrrolidin-3-yl)pyrazolo[1,5-a]pyrazin-4(5H)-one hydrochloride